ClC=1C=CC2=C(N=C(O2)C=2C=C(C=CC2)NC(CC2=C(C=CC=C2)Cl)=O)C1 N-(3-(5-chlorobenzo[d]oxazol-2-yl)phenyl)-2-(2-chlorophenyl)acetamide